BrC1=NC=C(C=C1NN)Br (2,5-dibromo-3-pyridyl)hydrazine